OCCCOC1=NC(=C2C(=N1)N(N=C2)C)NCC2=CC=C(C=C2)S(=O)(=O)N 4-((6-(3-Hydroxypropoxy)-1-methyl-1H-pyrazolo[3,4-d]pyrimidin-4-yl)aminomethyl)-benzenesulfonamide